C(C)(C)(C)C(C1=CC=C(C=C1)C1=NOC(=N1)C(F)(F)F)N(C(O)=O)C(=O)OC(C)(C)C.OC1(COC1)C1=C(C=C(C=C1)C1=CN=CC(=N1)C1=CC(=CS1)NC(CCCC)=O)OC N-(5-(6-(4-(3-hydroxyoxetan-3-yl)-3-methoxyphenyl)pyrazin-2-yl)thiophen-3-yl)pentanamide tert-butyl-(tert-butoxycarbonyl)(4-(5-(trifluoromethyl)-1,2,4-oxadiazol-3-yl)benzyl)carbamate